5-[4-(2-Hydroxyethyl)piperazin-1-yl]-2-methyl-N-[(1R)-1-(1-naphthyl)ethyl]benzamide OCCN1CCN(CC1)C=1C=CC(=C(C(=O)N[C@H](C)C2=CC=CC3=CC=CC=C23)C1)C